diethyleneglycol distearate C(CCCCCCCCCCCCCCCCC)(=O)OCCOCCOC(CCCCCCCCCCCCCCCCC)=O